4-(6-chloro-1H-indol-2-yl)-N-methoxy-2-carbonyl-5-pentyl-2,5-dihydrofuran-3-carboxamide ClC1=CC=C2C=C(NC2=C1)C1=C(C(OC1CCCCC)=C=O)C(=O)NOC